ClC1=C(C(=O)N(C)C)C=CC(=C1)N1CCNCC1 2-chloro-N,N-dimethyl-4-(piperazin-1-yl)benzamide